tert-butyl (2R)-2-[6-[(1,3-dimethylindazole-6-carbonyl)amino]imidazo[1,2-a]pyrazin-2-yl]pyrrolidine-1-carboxylate CN1N=C(C2=CC=C(C=C12)C(=O)NC=1N=CC=2N(C1)C=C(N2)[C@@H]2N(CCC2)C(=O)OC(C)(C)C)C